ClC1=C(C=CC(=C1)F)C=1C(=NC(=CC1C1=C(C=CC(=C1)OC)Cl)C)C 3-(2-chloro-4-fluorophenyl)-4-(2-chloro-5-methoxyphenyl)-2,6-dimethylpyridine